BrC1=C(C=CC(=C1)F)OB(O)O (2-bromo-4-fluorophenyl)boric acid